ClC=1C(=NC=CC1)/C=C/S(=O)(=N)C1=C(C=CC=C1)F (E)-(2-(3-chloropyridin-2-yl)vinyl)(2-fluorophenyl)(imino)-λ6-sulfanone